cis-(2R,6R)-N-[4-fluoropyrrolidin-3-yl]-6-methyl-4-(8-nitro-5-quinolyl)morpholine-2-carboxamide F[C@@H]1[C@@H](CNC1)NC(=O)[C@H]1CN(C[C@H](O1)C)C1=C2C=CC=NC2=C(C=C1)[N+](=O)[O-]